C[Si](OCC(C=CC)=O)(C)C trimethylsilyloxy-3-pentene-2-on